(R)- or (S)-1-methyl-3-phenylpropylamine C[C@H](CCC1=CC=CC=C1)N |o1:1|